OC(CC=O)C 3-Hydroxy-butanal